OC1CC[C@@H](N(C1)C(=O)OC(C)(C)C)CO tert-butyl (2R)-5-hydroxy-2-(hydroxymethyl)piperidine-1-carboxylate